ClC=1C=C(OC2=NC=C(C=C2)[N+](=O)[O-])C=CC1C 2-(3-chloro-4-methyl-phenoxy)-5-nitro-pyridine